L-fuculose 1-phosphate P(=O)(O)(O)OCC(=O)[C@H](O)[C@H](O)[C@@H](O)C